O1C=C(C2=C1C=CC=C2)C2NCC1=CC=CC=C21 (benzofuran-3-yl)isoindoline